6-(1H-imidazol-1-yl)picolinic acid Methyl-6-(1H-imidazol-1-yl)picolinate COC(C1=NC(=CC=C1)N1C=NC=C1)=O.N1(C=NC=C1)C1=CC=CC(=N1)C(=O)O